(Z)-6-((5-(10H-phenoselenazin-10-yl)selenophen-2-yl)methylene)-5H-indeno[5,6-b]selenophen-5,7(6H)-dione C1=CC=CC=2[Se]C3=CC=CC=C3N(C12)C1=CC=C([Se]1)\C=C/1\C(C2=CC3=C([Se]C=C3)C=C2C1=O)=O